1-(4-(2,8-diphenylimidazo[1,2-a]pyridin-6-yl)phenyl)pent-2-ene-1,4-dione C1(=CC=CC=C1)C=1N=C2N(C=C(C=C2C2=CC=CC=C2)C2=CC=C(C=C2)C(C=CC(C)=O)=O)C1